ICC1(CC1)OC=1C=C2C=NN(C2=CC1)C1OCCCC1 5-(1-(iodomethyl)cyclopropoxy)-1-(tetrahydro-2H-pyran-2-yl)-1H-indazole